ClC1=CC=C(C=C1)CCCN1N=NC(=C1)C=1C(=C(C(=NC1)C(=O)NCC(=O)O)O)C (5-(1-(3-(4-chlorophenyl)propyl)-1H-1,2,3-triazol-4-yl)-3-hydroxy-4-methylpicolinoyl)glycine